7-Azaspiro[3.5]nonan-2-yl (8-amino-7-fluoro-6-(8-methyl-2,3-dihydro-1H-pyrido[2,3-b][1,4]oxazin-7-yl)isoquinolin-3-yl)carbamate NC=1C(=C(C=C2C=C(N=CC12)NC(OC1CC2(C1)CCNCC2)=O)C2=C(C1=C(OCCN1)N=C2)C)F